N(=[N+]=[N-])CC1C(CN(CC1)C(=O)OC(C)(C)C)O tert-Butyl 4-(azidomethyl)-3-hydroxy-piperidine-1-carboxylate